C(C1=CC=CC=C1)OC([C@@H](NC(CCCCCCC\C=C/CCCCCCCC)=O)CCCC(N)C([C@@H](NC(=O)OC(C)(C)C)CCCNC(N[N+](=O)[O-])=N)=O)=O 6-(N2-(tert-butoxycarbonyl)-Nω-nitro-arginyl)-N2-Oleoyl-lysine benzyl ester